C1(CC1)CNC(C1=CC(=CC=C1)C=1C=CC2=C(NC(=N2)NC(C(C)(C)C)=O)C1)=O N-(cyclopropylmethyl)-3-(2-neopentanamido-1H-benzo[d]imidazol-6-yl)benzamide